COC1=CC=C(C(=N1)C)N1CN(C2=CC=C(C=C2C1=O)C(F)(F)F)C=1C=C(C#N)C=CC1C 3-(3-(6-methoxy-2-methylpyridin-3-yl)-4-oxo-6-(trifluoromethyl)-3,4-dihydroquinazolin-1(2H)-yl)-4-methylbenzonitrile